C(C1=CC=CC=C1)OCCCCN1C(N(C(CC1=O)=O)C1CCC(CC1)(C)CN1C(N(C(C1(C)C)=O)COCC[Si](C)(C)C)=O)=O 1-(4-(Benzyloxy)butyl)-3-(4-((5,5-dimethyl-2,4-dioxo-3-((2-(trimethylsilyl)ethoxy)methyl)imidazolidin-1-yl)methyl)-4-methylcyclohexyl)pyrimidine-2,4,6(1H,3H,5H)-trione